tert-Butyl 2-((2R,5R,6S)-6-(3-chlorophenyl)-5-(4-chlorophenyl)-4-((S)-1-hydroxybutan-2-yl)-3-oxomorpholin-2-yl)acetate ClC=1C=C(C=CC1)[C@@H]1O[C@@H](C(N([C@@H]1C1=CC=C(C=C1)Cl)[C@H](CO)CC)=O)CC(=O)OC(C)(C)C